benzyl 4-(5-methoxy-5-oxopentyl)piperazine-1-carboxylate COC(CCCCN1CCN(CC1)C(=O)OCC1=CC=CC=C1)=O